methyl 4-(2-(1,2-difluoroethyl)-3,5-difluorophenyl)-2-(fluoromethyl)-5-oxo-1,4,5,7-tetrahydrofurano[3,4-b]pyridine-3-carboxylate FC(CF)C1=C(C=C(C=C1F)F)C1C2=C(NC(=C1C(=O)OC)CF)COC2=O